(S)-tert-butyl 2-((R)-1-((2S,3R)-3-hydroxy-2-(6-phenylpicolinamido) butanamido)-3-methylbutyl)-6-oxo-1,3,2-dioxaborinane-4-carboxylate O[C@@H]([C@@H](C(=O)N[C@@H](CC(C)C)B1OC(C[C@H](O1)C(=O)OC(C)(C)C)=O)NC(C1=NC(=CC=C1)C1=CC=CC=C1)=O)C